FC1=CC=C(C=C1)NC(=O)C1(CC1)C(=O)NC1=CC=C(C=C1)OC1=CC=NC2=CC(=C(C=C12)C(NCCN1CCCCC1)=O)OC 1-N'-(4-fluorophenyl)-1-N-[4-[7-methoxy-6-(2-piperidin-1-ylethylcarbamoyl)quinolin-4-yl]oxyphenyl]cyclopropane-1,1-dicarboxamide